d-cystine dimethyl ester COC([C@@H](CSSC[C@H](C(=O)OC)N)N)=O